5-amino-1-(5-phospho-β-D-ribosyl)imidazole-4-carboxamide Tert-butyl-1-(7-[[2-fluoro-4-(pyrazol-1-yl)phenyl]amino]-1,6-naphthyridin-2-yl)-6-azaspiro[2.5]octane-6-carboxylate C(C)(C)(C)OC(=O)N1CCC2(CC2C2=NC3=CC(=NC=C3C=C2)NC2=C(C=C(C=C2)N2N=CC=C2)F)CC1.NC1=C(N=CN1[C@H]1[C@H](O)[C@H](O)[C@H](O1)COP(=O)(O)O)C(=O)N